pentamethylguanidine acetate C(C)(=O)O.CN(C(N(C)C)=NC)C